3-[(Z)-N'-[1-(trifluoromethyl)cyclopropanecarbonyl]oxycarbamimidoyl]azetidine-1-carboxylate FC(C1(CC1)C(=O)O\N=C(/N)\C1CN(C1)C(=O)[O-])(F)F